FC(CN(C=1C=C(C=C(C1)F)C#CC(C)(O)C)C1=NC2=C(C=3C=NC=C(C13)F)N(N=N2)C)F 4-(3-((2,2-difluoroethyl)(6-fluoro-1-methyl-1H-[1,2,3]triazolo[4,5-c][2,6]naphthyridin-5-yl)amino)-5-fluorophenyl)-2-methylbut-3-yn-2-ol